C1(CC1)N(C1=CC=C(N=N1)C1=CC(=C(C=C1O)C1=CC(N(C=C1)C)=O)F)C1C([C@@H]2CC[C@H](C1)N2)F 4-(4-(6-(cyclopropyl((1S,5R)-2-fluoro-8-azabicyclo[3.2.1]octan-3-yl)amino)pyridazin-3-yl)-2-fluoro-5-hydroxyphenyl)-1-methylpyridin-2(1H)-one